3-amino-1-(3-((4,4-difluorocyclohexyl)methoxy)phenyl)propan-1-ol NCCC(O)C1=CC(=CC=C1)OCC1CCC(CC1)(F)F